(R)-6-(Piperazin-1-yl)-N-(tetrahydrofuran-3-yl)nicotinamide N1(CCNCC1)C1=NC=C(C(=O)N[C@H]2COCC2)C=C1